S(SC=1C(=C(C(=O)OC)C=CC1)N)C=1C(=C(C(=O)OC)C=CC1)N dimethyl 3,3'-disulfanediylbis(2-aminobenzoate)